C(CCC)C1=CN=C(C(=N1)N1CC(CC1)C(=O)O)C1=CC=C(C=C1)OC 1-(6-Butyl-3-(4-Methoxyphenyl)Pyrazin-2-yl)Pyrrolidine-3-Carboxylic acid